The molecule is trianion of flavin adenine dinucleotide arising from deprotonation of the diphosphate OH groups and the imide nitrogen. It has a role as a Saccharomyces cerevisiae metabolite and a cofactor. It is a conjugate base of a FAD. CC1=CC2=C(C=C1C)N(C3=NC(=NC(=O)C3=N2)[O-])C[C@@H]([C@@H]([C@@H](COP(=O)([O-])OP(=O)([O-])OC[C@@H]4[C@H]([C@H]([C@@H](O4)N5C=NC6=C(N=CN=C65)N)O)O)O)O)O